C[SiH](OCCOC)CC1=CC=CC=C1 methyl-(benzyl)methoxyethoxysilane